CC1NCCC(C1)C 2,4-dimethylpiperidine